NC1=C2C(=NC=N1)N(N=C2C(=O)NC2=CC=C(C=C2)C=2OC=CN2)C2CCCC2 4-amino-1-cyclopentyl-N-(4-(oxazol-2-yl)phenyl)-1H-pyrazolo[3,4-d]pyrimidine-3-carboxamide